sodium alpha-keto-gamma-methylthiobutyrate O=C(C(=S)[O-])CCC.[Na+]